Cl.C(C1=CC=CC=C1)NC(CNC(C1=NC=CC(=C1O)O)=O)=O N-(2-(benzylamino)-2-oxoethyl)-3,4-dihydroxypicolinamide hydrochloride